tert-butyl 4-(1-(3-amino-6-(2-(((di-tert-butoxyphosphoryl)oxy)methoxy)phenyl)pyridazin-4-yl)-1H-pyrazol-4-yl)-3-oxopiperazine-1-carboxylate NC=1N=NC(=CC1N1N=CC(=C1)N1C(CN(CC1)C(=O)OC(C)(C)C)=O)C1=C(C=CC=C1)OCOP(=O)(OC(C)(C)C)OC(C)(C)C